7-{3-[(4,6-dimethylpyrimidin-2-yl)carbamoyl]azetidin-1-yl}-4-oxo-1-(1,2,4-thiadiazol-5-yl)-1,4-dihydro-1,8-naphthyridine-3-carboxylic acid CC1=NC(=NC(=C1)C)NC(=O)C1CN(C1)C1=CC=C2C(C(=CN(C2=N1)C1=NC=NS1)C(=O)O)=O